C[C@@H]1N(C[C@H](N(C1)CC=1OC(=NN1)C(F)(F)F)C)C1=CC(N(C=2C=CC(=NC12)C#N)C)=O 8-((2S,5R)-2,5-Dimethyl-4-((5-(trifluoromethyl)-1,3,4-oxadiazol-2-yl)methyl)piperazin-1-yl)-5-methyl-6-oxo-5,6-dihydro-1,5-naphthyridin-2-carbonitril